chlorophosphoric acid amide P(N)(O)(=O)Cl